(R)-N-(5-(4-(4-cyclopropyl-5-fluoro-2-(2-hydroxypropan-2-yl)phenylamino)-1,3,5-triazin-2-ylamino)-2-(2-((dimethylamino)methyl)pyrrolidin-1-yl)-4-methoxyphenyl)acrylamide C1(CC1)C1=CC(=C(C=C1F)NC1=NC(=NC=N1)NC=1C(=CC(=C(C1)NC(C=C)=O)N1[C@H](CCC1)CN(C)C)OC)C(C)(C)O